5-tert-butyl-3-(2,2-diphenylvinyl)benzo[d]isoxazole C(C)(C)(C)C=1C=CC2=C(C(=NO2)C=C(C2=CC=CC=C2)C2=CC=CC=C2)C1